C(C(=C)C)(=O)OCC=CN.C1(=CC=CC=C1)[Si](O[Si](O[SiH3])(C1=CC=CC=C1)C1=CC=CC=C1)(O[SiH3])C1=CC=CC=C1 tetraphenyl tetrasiloxane amino-allyl methacrylate